BrCC=1OC2=C(C1)C=CC=C2C(=O)OC methyl 2-(bromomethyl)benzofuran-7-carboxylate